[C@H]12C=C[C@H](CC1)C2 (1S,4R)-2-norbornene